2-[[(3R)-4-[4-Chloro-2-(5-fluoro-2-pyridyl)-1H-imidazol-5-yl]-3-methyl-3,6-dihydro-2H-pyridin-1-yl]sulfonylamino]-N,N-dimethyl-acetamide ClC=1N=C(NC1C=1[C@H](CN(CC1)S(=O)(=O)NCC(=O)N(C)C)C)C1=NC=C(C=C1)F